2-ethyl-N-(2-(2-(((2R,3R,4S,5S,6R)-3,4,5-trihydroxy-6-(hydroxymethyl)tetrahydro-2H-pyran-2-yl)oxy)ethoxy)ethyl)benzamide C(C)C1=C(C(=O)NCCOCCO[C@@H]2O[C@@H]([C@H]([C@@H]([C@H]2O)O)O)CO)C=CC=C1